C(C)(C)(CC)C1CCC(CC1)=O p-tert-amyl-cyclohexanone